[Na+].[O-2].[O-2].[Ce+3] cerium dioxide sodium